ClC1=CC=C(C=C1)C1=CC=C(N1C=1C=NC=CC1C(F)(F)F)C1=CC=C(C(=O)NCCCN(C)C)C=C1 4-[5-(4-chlorophenyl)-1-[4-(trifluoromethyl)-3-pyridyl]pyrrol-2-yl]-N-[3-(dimethylamino)-propyl]benzamide